[2-(aminomethyl)-3,3-difluoro-allyl]-4-[[5-[4-(1-ethylpyrazol-4-yl)phenyl]-2-thienyl]methyl]-1,2,4-triazol-3-one trifluoroacetate salt FC(C(=O)O)(F)F.NCC(CC=1N(C(NN1)=O)CC=1SC(=CC1)C1=CC=C(C=C1)C=1C=NN(C1)CC)=C(F)F